tert-butyl N-[(3R)-1-[6-[1-[(4-oxopyrido[1,2-a]pyrimidine-2-carbonyl)amino]ethyl]-3-pyridyl]-3-piperidyl]carbamate O=C1C=C(N=C2N1C=CC=C2)C(=O)NC(C)C2=CC=C(C=N2)N2C[C@@H](CCC2)NC(OC(C)(C)C)=O